OC=1C(=NC=C(C1)C=1C=C2C=CC(=NC2=CC1)C)C(=O)NCC(C(=O)O)(C)C 3-(3-Hydroxy-5-(2-methylquinolin-6-yl)pyridinecarboxamido)-2,2-dimethylpropionic acid